(S)-N-[(1S)-1-[6-bromo-1-(2,2-dimethylpropyl)-5-fluoro-indol-3-yl]-2,2,2-trifluoro-ethyl]-2-methyl-propane-2-sulfinamide BrC1=C(C=C2C(=CN(C2=C1)CC(C)(C)C)[C@@H](C(F)(F)F)N[S@@](=O)C(C)(C)C)F